C(C1=CC=CC=C1)OC(=O)C=1C(=NOC1C1CC1)C1=C(N(C=2N=CN=C(C21)Cl)C(C)C)CBr 3-(6-(bromomethyl)-4-chloro-7-isopropyl-7H-pyrrolo[2,3-d]pyrimidin-5-yl)-5-cyclopropylisoxazole-4-carboxylic acid benzyl ester